C(C=C(C(=O)N)C)C=C(C(=O)N)C methylenebis(methacrylamide)